(2S)-2-amino-4-((3R)-4-((3-fluorophenyl)(4-fluorophenyl)-methyl)-3-methylpiperazin-1-yl)-1-(isoindolin-2-yl)butane-1,4-dione N[C@H](C(=O)N1CC2=CC=CC=C2C1)CC(=O)N1C[C@H](N(CC1)C(C1=CC=C(C=C1)F)C1=CC(=CC=C1)F)C